CN1N=C(C=C1C)NC1=NC=CC(=N1)C1=CNC2=C(C=CC=C12)NC(C)=O N-(3-(2-((1,5-dimethyl-1H-pyrazol-3-yl)amino)pyrimidin-4-yl)-1H-indol-7-yl)acetamide